tert-butyl 4-([1-[2-(2,6-dioxopiperidin-3-yl)-1-oxo-3H-isoindol-4-yl]piperidin-4-yl]methyl)piperazine-1-carboxylate O=C1NC(CCC1N1C(C2=CC=CC(=C2C1)N1CCC(CC1)CN1CCN(CC1)C(=O)OC(C)(C)C)=O)=O